O-Benzyl-L-tyrosin C(C1=CC=CC=C1)OC1=CC=C(C[C@H](N)C(=O)O)C=C1